OC1=C(C=CC=C1)CN1CCC(CC1)CCNC(C1=CC=C(C=C1)OC1=CC=CC=C1)=O N-(2-{1-[(2-hydroxyphenyl)methyl]piperidin-4-yl}ethyl)-4-phenoxybenzamide